N,N'-diethyl-1,7-diaminoheptane C(C)NCCCCCCCNCC